FC=1C=C2C=C(NC2=CC1OCC=1N=CSC1)CNC(=O)N1[C@H](CCC1)C (S)-N-((5-fluoro-6-(thiazol-4-ylmethoxy)-1H-indol-2-yl)methyl)-2-methylpyrrolidine-1-carboxamide